FC1=CC=C(C=2C3=C(NC12)CC(NC3C)C)F 6,9-difluoro-1,3-dimethyl-1,3,4,5-tetrahydropyrido[4,3-b]indol